1-(5-bromo-2,3-dihydro-1H-inden-1-yl)-6-(4-cyclopropyl-6-methoxypyrimidin-5-yl)-1H-pyrazolo[3,4-d]pyrimidine BrC=1C=C2CCC(C2=CC1)N1N=CC=2C1=NC(=NC2)C=2C(=NC=NC2OC)C2CC2